[2H]C1=CC(=C(C(=C1[2H])[2H])[2H])CC ethylbenzene-d4